4-(4-((1R,5S)-3,8-Diazabicyclo[3.2.1]octan-3-yl)-2-(((S)-1-methylpyrrolidin-2-yl)methoxy-d2)-5,8-dihydropyrido[3,4-d]pyrimidin-7(6H)-yl)-5-ethynyl-6-fluoronaphthalen-2-ol [C@H]12CN(C[C@H](CC1)N2)C=2C1=C(N=C(N2)OC([2H])([2H])[C@H]2N(CCC2)C)CN(CC1)C1=CC(=CC2=CC=C(C(=C12)C#C)F)O